N12CC(C(CC1)CC2)N(C(O)=O)[C@H]2C(COC1=CC(=CC=C21)C2=C1C=CC=NC1=C(C=C2)C)(C)C.C(C)(C)(CC)C2=CC=CC=C2 tert-amyl-benzene (S)-quinuclidin-3-yl-(3,3-dimethyl-7-(8-methylquinolin-5-yl)chroman-4-yl)carbamate